C1(=CC=CC=C1)[C@@H](C)N1N=NN=C1 1-((R)-1-phenylethyl)-1H-tetrazol